4,6-diamino-1,3-benzenediol NC1=C(C=C(C(=C1)N)O)O